bis(β-naphthyl)iodonium C1=C(C=CC2=CC=CC=C12)[I+]C1=CC2=CC=CC=C2C=C1